(±)-Diethyl 2-(1-(tetrahydrofuran-2-yl)ethyl)malonate O1C(CCC1)C(C)C(C(=O)OCC)C(=O)OCC